C1=CC=CC=2C3=CC=CC=C3C(C12)COC(=O)N(CC(=O)O)CC(NC(C1=CC=CC=C1)(C1=CC=CC=C1)C1=CC=CC=C1)=O 2-({[(9H-fluoren-9-yl)methoxy]carbonyl}({[(triphenylmethyl)carbamoyl]methyl})amino)acetic acid